FC=1C(=C(C=CC1)NN1C(=CC=2C(NCCC21)=O)C2=CC=NC1=CC=C(N=C21)C)OC [(3-fluoro-2-methoxyphenyl)amino]-2-(6-methyl-1,5-naphthyridin-4-yl)-1H,5H,6H,7H-pyrrolo[3,2-c]pyridin-4-one